C(C)(C)(C)OC(=O)N1C[C@@H]2[C@H](C1)CC(C2)N (3aR,5s,6aS)-5-Aminohexahydrocyclopenta[c]pyrrole-2(1H)-carboxylic acid tert-butyl ester